4-Fluoro-6-(3-fluoroazetidin-1-yl)-N-(1,2,3,4-tetrahydroquinoline-8-sulfonyl)-1-benzofuran-2-carboxamide FC1=CC(=CC2=C1C=C(O2)C(=O)NS(=O)(=O)C=2C=CC=C1CCCNC21)N2CC(C2)F